[Cl-].N1C=[NH+]C=C1 imidazolium chloride salt